(5-hydroxy-4-methyl-6'-(trifluoromethyl)-[3,3'-bipyridine]-6-carbonyl)glycine (Formate) C(=O)O.OC=1C(=C(C=NC1C(=O)NCC(=O)O)C=1C=NC(=CC1)C(F)(F)F)C